C(C)(C)(C)OC(N(C)CCCl)=O.COC=1C=C(C=CC1C)NC(=O)C1CCC(CC1)N1C(C2=CC(=CC(=C2C1)C)OCCNC)=O (1s,4s)-N-(3-Methoxy-4-methylphenyl)-4-(4-methyl-6-(2-(methylamino)ethoxy)-1-oxoisoindolin-2-yl)cyclohexanecarboxamide tert-Butyl-2-chloroethyl(methyl)carbamate